NC1=C(C=NC(=C1F)Cl)C(=O)C1C[C@H](N(CC1)C(=O)OCC1=CC=CC=C1)C benzyl (2R)-4-(4-amino-6-chloro-5-fluoropyridine-3-carbonyl)-2-methylpiperidine-1-carboxylate